CC(CC)OCCOCCOCCOCCOCCO pentaethylene glycol methylpropyl ether